5-(4-(Imidazo[1,2-a]pyridin-2-ylmethoxy)phenyl)-2-oxo-6-(trifluoromethyl)-1,2-dihydropyridin-3-carboxamide N=1C(=CN2C1C=CC=C2)COC2=CC=C(C=C2)C=2C=C(C(NC2C(F)(F)F)=O)C(=O)N